N1C(=NC2=C1C=CC=C2)CNC2=NC(=NC=1N2N=CC1C=1C=NN(C1)C(F)F)N1CCOCC1 N-[(1H-benzimidazol-2-yl)methyl]-8-[1-(difluoromethyl)-1H-pyrazol-4-yl]-2-(morpholin-4-yl)pyrazolo[1,5-a][1,3,5]triazin-4-amine